COC(NC1CN(C1)C=1C=CC(=C2C=C(N=CC12)NC1=NC(=NC=C1)C=1C(=NN(C1)C)Cl)C(C)C)=O Methyl(1-(3-((2-(3-chloro-1-methyl-1H-pyrazol-4-yl)pyrimidin-4-yl)amino)-5-isopropylisoquinoline-8-yl)azetidin-3-yl)carbamate